4-(tert-butyl) 2-ethyl morpholine-2,4-dicarboxylate N1(CC(OCC1)C(=O)OCC)C(=O)OC(C)(C)C